CC(CN1C(N(CC1)CC(C=O)(C)C)=O)(C=O)C 1,3-Bis-(2,2-dimethyl-3-oxopropyl)imidazolidin-2-on